5-chloro-3-((2-(trimethylsilyl)ethoxy)methyl)-7-vinyl-3H-imidazo[4,5-b]pyridine ClC1=CC(=C2C(=N1)N(C=N2)COCC[Si](C)(C)C)C=C